methyl 4-{3-azabicyclo[3.1.0]hex-3-yl}-2-chloro-3-cyanobenzoate C12CN(CC2C1)C1=C(C(=C(C(=O)OC)C=C1)Cl)C#N